C(C)(C)(C)OC(=O)N1CCC(=CC1)C1=C(C=C(C=C1)NC(=O)C1=C(C(=C(C=C1)C=1CCN(CC1)C(=O)OC(C)(C)C)F)F)OC tert-butyl 4-{4-[(4-{1-[(tert-butoxy)carbonyl]-1,2,3,6-tetrahydropyridin-4-yl}-3-methoxyphenyl) carbamoyl]-2,3-difluorophenyl}-1,2,3,6-tetrahydropyridine-1-carboxylate